2-(9H-carbazol-9-yl)ethan-1-ol C1=CC=CC=2C3=CC=CC=C3N(C12)CCO